5-(4-chlorophenyl)-1-hydroxytetrazole ClC1=CC=C(C=C1)C1=NN=NN1O